(5s,8s)-N-(3-chloro-2-fluorobenzyl)-5-fluoro-8-hydroxy-5,6,7,8-tetrahydroquinoline-5-carboxamide ClC=1C(=C(CNC(=O)[C@]2(C=3C=CC=NC3[C@H](CC2)O)F)C=CC1)F